BrC=1C(=C(C#N)C=C(C1)F)C(C)O 3-bromo-5-fluoro-2-(1-hydroxyethyl)benzonitrile